COC(=O)C1CCC=NCCC1 Azacyclooctene-5-carboxylic acid methyl ester